N-(5-chloropyrimidin-2-yl)-2-[6-bromo-1',1'-difluoro-1-oxospiro[3H-isoquinoline-4,2'-cyclopropane]-2-yl]acetamide ClC=1C=NC(=NC1)NC(CN1C(C2=CC=C(C=C2C2(C(C2)(F)F)C1)Br)=O)=O